4-Methyl-1,2,3,6,7,8-hexahydro-2,5-diaza-as-indacene hydrochloride Cl.CC1=C2CNCC2=C2CCCC2=N1